ls-1,2,3-triacetoxypropane C(C)(=O)OCC(COC(C)=O)OC(C)=O